dodecanoyl-L-threonine C(CCCCCCCCCCC)(=O)N[C@@H]([C@H](O)C)C(=O)O